C(C)(C)NC(O[C@H]1C[C@H](CC1)C=1NN=C(C1)NC(COC1=C(C(=CC(=C1)C#N)O)C=O)=O)=O (1R,3S)-3-{5-[2-(5-cyano-2-formyl-3-hydroxyphenoxy)acetamido]-2H-pyrazol-3-yl}cyclopentyl N-isopropylcarbamate